BrC1=C2C(=C(C(=C(C2=C(C2=C(C(=C(C(=C12)[2H])[2H])[2H])[2H])C1=C(C(=C(C2=C1C=1C(O2)=C2C(=C(C(=C(C2=C(C1[2H])[2H])[2H])[2H])[2H])[2H])[2H])[2H])[2H])[2H])[2H])[2H])[2H] 7-(10-bromoanthracene-9-yl-1,2,3,4,5,6,7,8-d8)naphtho[1,2-b]benzofuran-1,2,3,4,5,6,8,9,10-d9